C(C)OC(\C=C\C1=C(C2=C(N(N=N2)CCOCCCOCC2=CC=CC=C2)C=C1)C)=O (2E)-3-(1-{2-[3-(benzyloxy)propoxy]ethyl}-4-methyl-1H-benzotriazol-5-yl)propan-2-enoic acid ethyl ester